NC1CCC(CC1)NC(=O)C=1OC2=C(C1)C=CC(=C2)C2=COC=C2 N-(4-aminocyclohexyl)-6-(furan-3-yl)-1-benzofuran-2-carboxamide